S(=O)(=O)(O)O.C(C)S(=O)(=O)CC ethylsulfone sulfate